heptane-1,2,3,4,5,6,7-heptaol C(C(C(C(C(C(CO)O)O)O)O)O)O